BrC=1C=2N(N=C(C1)Cl)C=C(N2)C2=C(C=CC=C2)C(F)(F)F 8-bromo-6-chloro-2-(2-(trifluoromethyl)phenyl)imidazo[1,2-b]pyridazine